2-anilino-6-chloro-3-(pyridin-2-yl)quinazolin-4(3H)-one N(C1=CC=CC=C1)C1=NC2=CC=C(C=C2C(N1C1=NC=CC=C1)=O)Cl